1-(3-Oxo-3,4-dihydro-2H-benzo[b][1,4]oxazin-8-yl)prop-2-yn-1-yl acetate C(C)(=O)OC(C#C)C1=CC=CC2=C1OCC(N2)=O